C1=CC(=CC=2C3=CC=CC=C3C=CC12)OC(=O)N1CCNCC1 Phenanthren-3-ylpiperazin-1-formate